NC=1C2=C(N(C(N1)=O)[C@H]1[C@@H](OCCC1)C)N=C(C=C2)C2CC2 4-amino-7-cyclopropyl-1-((2s,3r)-2-methyltetrahydro-2H-pyran-3-yl)pyrido[2,3-d]pyrimidin-2(1H)-one